isopropyl 6-amino-5-chloro-4-isopropoxynicotinate NC1=NC=C(C(=O)OC(C)C)C(=C1Cl)OC(C)C